O1CC12CC(C2)NC(OCC2=CC=CC=C2)=O benzyl (1-oxaspiro[2.3]hexan-5-yl)carbamate